C(C)(C)(C)OC(=O)N1C(=CC2=CC=CC=C12)[Sn](CCCC)(CCCC)CCCC 2-(Tributylstannyl)-1H-indole-1-carboxylic acid tert-butyl ester